Tert-butyl (3r,5's)-5'-carbamoyl-5-fluoro-2-oxospiro[indole-3,3'-pyrrolidine]-1'-carboxylate C(N)(=O)[C@@H]1C[C@@]2(CN1C(=O)OC(C)(C)C)C(NC1=CC=C(C=C12)F)=O